C(C)(=O)O[C@H](CCC1=CC(=C(C=C1)O)OC)C[C@H](CCCCC)OC(C)=O (3R,5S)-1-(4-hydroxy-3-methoxyphenyl)decane-3,5-diol diacetate